1-(3-fluorophenyl)piperazine 2HCl Cl.Cl.FC=1C=C(C=CC1)N1CCNCC1